(3-hydroxy-3-methylazetidin-1-yl)(4-(4,4,5,5-Tetramethyl-1,3,2-dioxaborolan-2-yl)phenyl)methanone OC1(CN(C1)C(=O)C1=CC=C(C=C1)B1OC(C(O1)(C)C)(C)C)C